2-((1-(2-cyano-3-cyclopropyl-7-methylquinoxalin-5-yl)ethyl)amino)benzoic acid C(#N)C1=NC2=CC(=CC(=C2N=C1C1CC1)C(C)NC1=C(C(=O)O)C=CC=C1)C